Isopropyl (S,E)-4-(((tert-butylsulfinyl)imino)methyl)benzoate C(C)(C)(C)[S@](=O)\N=C\C1=CC=C(C(=O)OC(C)C)C=C1